BrC=1C=C(N(N1)C(C1CC1)C#N)C(=O)OC methyl 5-bromo-2-[cyano(cyclopropyl)methyl]pyrazole-3-carboxylate